C(C)C1=NC(=NC(=C1)C)NC ethyl-N,6-dimethylpyrimidin-2-amine